FC(C1=C(C=NC=C1)C1=NN2C(=NC=3C=CC=CC3C2=N1)N[C@@H](C(=O)N)CC)(F)F (2R)-2-({2-[4-(trifluoromethyl)pyridin-3-yl][1,2,4]triazolo[1,5-c]quinazolin-5-yl}amino)butanamide